1-(4-((2-(4-(trifluoromethoxy)styryl)oxazol-4-yl)methoxy)phenyl)butan-1-one FC(OC1=CC=C(C=CC=2OC=C(N2)COC2=CC=C(C=C2)C(CCC)=O)C=C1)(F)F